C(CCCCCCC\C=C/C\C=C/CCCCC)(=O)OCC(COC(CCC(OCCCCCCCC)OCCCCCCCC)=O)COC(=O)OCC1CN(CCC1)C 3-((4,4-bis(octyl oxy)butanoyl)oxy)-2-(((((1-methylpiperidin-3-yl)methoxy)carbonyl)oxy)methyl)propyl (9Z,12Z)-octadeca-9,12-dienoate